3-(5-(((3S,4S)-4-(benzylamino)-1-phenylpyrrol-3-yl)oxy)-1-oxoisoindolin-2-yl)piperidine-2,6-dione C(C1=CC=CC=C1)NC=1C(=CN(C1)C1=CC=CC=C1)OC=1C=C2CN(C(C2=CC1)=O)C1C(NC(CC1)=O)=O